COC=1C=C(CN(C2=CC(=NC=C2)CN2CCCCC2)CC2=CC=C(C=C2)N2CCOCC2)C=CC1 N-(3-methoxybenzyl)-N-(4-morpholinobenzyl)-2-(piperidin-1-ylmethyl)pyridin-4-amine